(((1s,4s)-4-(1H-imidazol-1-yl)cyclohexyl)oxy)-7-morpholino-N-propyl-1,6-naphthyridine-3-carboxamide N1(C=NC=C1)C1CCC(CC1)OC1=NC2=CC(=NC=C2C=C1C(=O)NCCC)N1CCOCC1